ClC1=C(C=CC(=C1)Cl)C=1N(C=CC1C#N)CCC(F)(F)F 2-(2,4-dichlorophenyl)-1-(3,3,3-trifluoropropyl)-1H-pyrrole-3-carbonitrile